aluminium n-butoxide [O-]CCCC.[Al+3].[O-]CCCC.[O-]CCCC